FC1=CC=C(C=C1)S(=O)(=O)\C=C(/C1=CC=CC=C1)\S(=O)C1=CC=C(C=C1)F (E)-1-Fluoro-4-(2-(4-fluorophenylsulfinyl)-2-phenylvinyl)sulfonylbenzene